5-((4-bromo-6-fluoro-2,3-dihydro-1H-benzo[d]imidazol-5-yl)oxy)-2-fluorobenzonitrile BrC1=C(C(=CC=2NCNC21)F)OC=2C=CC(=C(C#N)C2)F